N1(CCC2(CC1)OCC1=CC=CC=C12)CCCCN1C2=C(CCCC1=O)C=CC=C2 1-(4-(3H-spiro[isobenzofuran-1,4'-piperidin]-1'-yl)butyl)-1,3,4,5-tetrahydro-2H-benzo[b]azepin-2-one